2-chloro-N-(1-(5-(3-cyano-6-(2-oxo-2-(pyrrolidin-1-yl)ethoxy)pyrazolo[1,5-a]pyridin-4-yl)pyrazin-2-yl)-4-methylpiperidin-4-yl)-6-methylbenzamide ClC1=C(C(=O)NC2(CCN(CC2)C2=NC=C(N=C2)C=2C=3N(C=C(C2)OCC(N2CCCC2)=O)N=CC3C#N)C)C(=CC=C1)C